N-(2-((2R)-1,2-dimethylpiperidin-3-yl)thieno[2,3-b]pyridin-4-yl)-4,6-difluorobenzo-[d]thiazol-5-amine CN1[C@@H](C(CCC1)C1=CC=2C(=NC=CC2NC=2C(=CC3=C(N=CS3)C2F)F)S1)C